C(CCC)N[C@@H](CCCC)C(=O)O butan-1-yl-(norleucine)